OC1C2(C(N(C(C1(CN(C2)CC2=CC=CC(=N2)C(=O)O)C(=O)OC)C2=NC=CC=C2)CC2=CC=CC(=N2)C(=O)O)C2=NC=CC=C2)C(=O)OC 6,6'-({9-hydroxy-1,5-bis(methoxycarbonyl)-2,4-di(pyridine-2-yl)-3,7-diazabicyclo[3.3.1]nonane-3,7-diyl}bis(methylene))dipicolinic acid